FC(C=1C(=NC=CC1)CN1C(C(=CC=2C1=NC(=CN2)C)[C@@H]2C[C@@H](CC2)C2=C(C=CC=C2C)F)=O)F 5-((3-(Difluoromethyl)pyridin-2-yl)methyl)-7-((1S,3R)-3-(2-fluoro-6-methylphenyl)cyclopentyl)-3-methylpyrido[2,3-b]pyrazin-6(5H)-one